C(CCCCCCC)C1C(C1)CCCCCCCC(CCCCCCCCC)N1C(CCCC1)CCSSCCC1N(CCCC1)C(CCCCCCCC1C(C1)CCCCCCCC)CCCCCCCCC 1,2-bis(2-(1-(1-(2-octylcyclopropyl)heptadecan-8-yl)piperidin-2-yl)ethyl)disulfane